ClC(C)C1=CC2=CC=CC=C2C=C1 2-(1-chloroethyl)naphthalene